C[C@H]1CN(CCN1C1=NC=CC(=N1)C1=CC=CC=C1)C(=O)NC1(CCN2CCC1CC2)C (3S)-3-methyl-N-(4-methyl-1-azabicyclo[3.2.2]non-4-yl)-4-(4-phenylpyrimidin-2-yl)piperazine-1-carboxamide